CSCC[C@@H](C(=O)[O-])NC(=O)N The molecule is an N-carbamoyl-L-alpha-amino acid anion obtained by deprotonation of the carboxy group of N-carbamoyl-L-methionine. Major microspecies at pH 7.3. It is a conjugate base of a N-carbamoyl-L-methionine. It is an enantiomer of a N-carbamoyl-D-methioninate.